The molecule is a linear amino trisaccharide comprising an alpha-N-acetylneuraminyl residue (2->3)-linked to a beta-D-galactosyl residue, which is in turn linked (1->3) to N-acetyl-beta-D-glucosamine. It has a role as an epitope. It is a glucosamine oligosaccharide and an amino trisaccharide. CC(=O)N[C@@H]1[C@H](C[C@@](O[C@H]1[C@@H]([C@@H](CO)O)O)(C(=O)O)O[C@H]2[C@H]([C@H](O[C@H]([C@@H]2O)O[C@@H]3[C@H]([C@@H](O[C@@H]([C@H]3O)CO)O)NC(=O)C)CO)O)O